C1(=CC=CC=C1)[C@@H]1[C@H](C1)NC(=O)[C@@H]1CN(C[C@H]1C(=O)N[C@@H]1[C@H](C1)C1=CC=CC=C1)C(C1=CC=C(C=C1)C(=O)N1C[C@@H](CCC1)NC(=O)NCCCCCCCCCCCCCC)=O (3S,4S)-N3,N4-bis((1S,2R)-2-phenylcyclopropyl)-1-(4-((R)-3-(3-tetradecylureido)piperidine-1-carbonyl)benzoyl)pyrrolidine-3,4-dicarboxamide